ClC=1C=C(C(=NC1)C1=C2C(N(C(=NC2=CC(=C1)N1CC(OCC1)C=1C=NN(C1)C)C)C)=O)F 5-(5-chloro-3-fluoro-2-pyridinyl)-2,3-dimethyl-7-(2-(1-meth-yl-1H-pyrazol-4-yl)-4-morpholinyl)-4(3H)-quinazolinone